[Li+].N[C@@H](CC1=CC=C(C=C1)O)C(=O)[O-] tyrosine lithium salt